CC=1N(C(=CC1)SCCC1=CC=CC=C1)C1=NC=CC=C1 2-(2-methyl-5-(phenethylthio)-1H-pyrrol-1-yl)pyridine